CC1(C(CN(CC1)C(=O)OC(C)(C)C)OC=1C=C2COC(C2=CC1)=O)C Tert-butyl 4,4-dimethyl-3-((1-oxo-1,3-dihydroisobenzofuran-5-yl)oxy)piperidine-1-carboxylate